C1(=CC=CC=C1)S(=O)(=O)C=1C=C(SC1)S(=O)(=O)Cl 4-(phenylsulfonyl)thiophene-2-sulfonyl chloride